NC1(C(C(CCC1)O)=O)C1=C(C(=CC=C1)F)C(F)(F)F 2-amino-2-(3-fluoro-2-(trifluoromethyl)phenyl)-6-hydroxycyclohexane-1-one